C12CCC(CC1)[NH2+]2 7-AZONIABICYCLO[2.2.1]HEPTAN